phenyl-4H-pyrimido[1,2-a][1,3,5]triazin-6-ol C1(=CC=CC=C1)C=1N=C2N(CN1)C(=CC=N2)O